CCC(C(=O)CC)O The molecule is a hexanone that is hexan-3-one substituted by a hydroxy group at position 4. It is a secondary alcohol, a secondary alpha-hydroxy ketone and a hexanone.